BrC1=C(C(=CC=C1)F)OCC(CC)=C 1-bromo-3-fluoro-2-(2-methylenebutoxy)benzene